ClCC1=CC=CC(=C1F)OC 2-chloromethyl-3-fluoro-4-methoxy-benzene